COC1=CC=C(C=N1)\C(\C(\C)=N\NC(NCC)=S)=N/NC(NCC)=S (2E,2'E)-2,2'-(1-(6-methoxypyridin-3-yl)propane-1,2-diylidene)bis(N-ethylhydrazine-1-carbothioamide)